OCCCCCCC1C(CCCCCCCC(=O)OC(CO)CO)O1 1,3-dihydroxyprop-2-yl 9,10-epoxy-16-hydroxyhexadecanoate